BrB1C2=CC=CC=C2C=2C=CC=CC12 9-bromo-9-borafluorene